1-[3-[3-(4-piperidyl)-1H-pyrazolo[3,4-b]pyridin-4-yl]phenyl]ethanone N1CCC(CC1)C1=NNC2=NC=CC(=C21)C=2C=C(C=CC2)C(C)=O